cyclohexylamine, Hydrobromide Br.C1(CCCCC1)N